C(C)(=O)O[C@H]1[C@@](O[C@@]([C@H]1OC(C)=O)(CI)F)(N1C(=O)NC(=O)C=C1)[2H] 2',3'-di-O-acetyl-1'-deutero-5'-deoxy-5'-iodo-4'-fluorouridine